NC1=C2NC=NC2=NC(=N1)S 6-Amino-7H-purine-2-thiol